tert-butyl (2R,4S)-2-(2-(5-(3-amino-6-bromoquinolin-4-ylamino) pent-2-yloxy)-5-fluorophenyl)-4-fluoropyrrolidine-1-carboxylate NC=1C=NC2=CC=C(C=C2C1NCCCC(C)OC1=C(C=C(C=C1)F)[C@@H]1N(C[C@H](C1)F)C(=O)OC(C)(C)C)Br